3-bromo-1,2-propylene carbonate C1(OCC(CBr)O1)=O